ClC=1C=C(C=CC1)C(C12CC(C1)(C2)C(=O)N2N=CCC2C2=CC(=CC(=C2)F)F)F (3-((3-Chlorophenyl)fluoromethyl)bicyclo[1.1.1]pentan-1-yl)(5-(3,5-difluorophenyl)-4,5-dihydro-1H-pyrazol-1-yl)methanone